(R)-N-(3-(1-(3,3-difluoroazetidin-1-yl)ethyl)-1-methyl-1H-indazol-5-yl)-4-(ethylsulfanyl)-2-(6-azaspiro[2.5]oct-6-yl)benzamide FC1(CN(C1)[C@H](C)C1=NN(C2=CC=C(C=C12)NC(C1=C(C=C(C=C1)SCC)N1CCC2(CC2)CC1)=O)C)F